BrC1=CC2=C(N=C(S2)C2CCN(CC2)C=2N=C(C3=C(N2)CC[S@]3=O)NC3(CCC3)CO)S1 (R)-2-(4-(5-bromothieno[2,3-d]thiazol-2-yl)piperidin-1-yl)-4-((1-(hydroxymethyl)cyclobutyl)amino)-6,7-dihydrothieno[3,2-d]pyrimidine 5-oxide